3-chloro-4-[[4-(difluoromethoxy)phenyl]methyl]-5-(2H-1,2,3-triazol-2-yl)pyridine ClC=1C=NC=C(C1CC1=CC=C(C=C1)OC(F)F)N1N=CC=N1